4-chloro-7-iodo-6-nitro-quinazoline ClC1=NC=NC2=CC(=C(C=C12)[N+](=O)[O-])I